heptaethyleneoctaamine NCCNCCNCCNCCNCCNCCNCCN